N-(1-cyano-2-ethylperoxyethyl)-2-phenylacrylamide C(#N)C(COOCC)NC(C(=C)C1=CC=CC=C1)=O